5-bromo-N,N-diphenylhexanamide BrC(CCCC(=O)N(C1=CC=CC=C1)C1=CC=CC=C1)C